ClC1=C(C=2N=C(N=C(C2C=N1)N1CCCCC1)OC[C@]12CCCN2[C@@H](CC1)CO)F ((3S,7aS)-7a-(((7-chloro-8-fluoro-4-(piperidin-1-yl)pyrido[4,3-d]pyrimidin-2-yl)oxy)methyl)hexahydro-1H-pyrrolizin-3-yl)methanol